F.C(=CCCCCCCCCCCCCCCCC)N octadecen-1-amine hydrofluoride